C1(=CC=CC=C1)S(=O)(=O)NCC1=C(C=CC=C1)/C=C/[C@@H](CCOC1=C(C=CC=C1)CCC(=O)O)O 3-[2-[(E,3R)-5-[2-(Benzenesulfonamidomethyl)phenyl]-3-hydroxypent-4-enoxy]phenyl]propanoic acid